5-(2,4-difluoro-phenyl)-isoxazole-3-carboxylic acid [(3S,4S)-1-cyclopropylmethyl-3-((S)-2-phenyl-azetidine-1-carbonyl)-piperidin-4-yl]-amide C1(CC1)CN1C[C@@H]([C@H](CC1)NC(=O)C1=NOC(=C1)C1=C(C=C(C=C1)F)F)C(=O)N1[C@@H](CC1)C1=CC=CC=C1